(S)-N-(2,6-dimethylpyrimidin-4-yl)-5-[2-methyl-4-[(3-methyltetrahydrofuran-3-yl)methoxy]pyrazol-3-yl]pyrazolo[1,5-a]pyridin-2-amine CC1=NC(=CC(=N1)NC1=NN2C(C=C(C=C2)C=2N(N=CC2OC[C@@]2(COCC2)C)C)=C1)C